CN1C=C(C=CC1=O)C(=O)NN 1-methyl-6-oxo-1,6-dihydropyridine-3-carbohydrazide